[(biphenylyl)dibenzoselenophenyl][phenyl(biphenylyl)triazinyl]biphenyl C1(=C(C=CC=C1)C1=C(C2=C([Se]C3=C2C=CC=C3)C=C1)C=1C(=C(C=CC1)C1=CC=CC=C1)C1=NN=NC(=C1C1=C(C=CC=C1)C1=CC=CC=C1)C1=CC=CC=C1)C1=CC=CC=C1